S1C(=NC=C1)NC(=O)C1(C(C1)C1CCCCC1)C=1C=NC(=CC1)S(=O)(=O)C (+/-)-(E)-2-cyclohexyl-1-(6-methylsulfonyl-pyridin-3-yl)-cyclopropanecarboxylic acid thiazol-2-ylamide